(S)-3-((6-bromoisoquinolin-3-yl)carbamoyl)pyrrolidine-1-carboxylic acid tert-butyl ester C(C)(C)(C)OC(=O)N1C[C@H](CC1)C(NC=1N=CC2=CC=C(C=C2C1)Br)=O